tributyl-[5-chloro-3-(methoxymethoxy)-2-pyridinyl]stannane C(CCC)[Sn](C1=NC=C(C=C1OCOC)Cl)(CCCC)CCCC